1,2-bis(2-((2,6-dimethylphenyl)amino)-2-oxoethyl)-1H-pyrazol-2-ium bromide [Br-].CC1=C(C(=CC=C1)C)NC(CN1[N+](=CC=C1)CC(NC1=C(C=CC=C1C)C)=O)=O